N-methyl-para-aminophenetole CNC1=CC=C(C=C1)OCC